BrC1=NC=C(C=C1)C=1C2=CC=CC=C2C(=C2C=CC=CC12)C1=CC=C(C=C1)C1=CC2=CC=CC=C2C=C1 2-bromo-5-(10-(4-(naphthalen-2-yl)phenyl)anthracen-9-yl)pyridine